ClC1=C(C=CC=C1)N1C=2N(C3=C(C1=O)C=NC(=N3)NC3=CC=C(C=C3)N3CCN(CC3)C)C=CN2 6-(2-chlorophenyl)-2-{[4-(4-methylpiperazin-1-yl)phenyl]amino}imidazo[1,2-a]pyrimido[5,4-e]pyrimidine-5(6H)-one